(E)-4-[6-({bicyclo[1.1.1]pent-1-yl}sulfamoyl)-2,4-dioxo-1H-quinazolin-3-yl]but-2-enoic acid C12(CC(C1)C2)NS(=O)(=O)C=2C=C1C(N(C(NC1=CC2)=O)C/C=C/C(=O)O)=O